C(CCCCCCC)OC(CCC(=O)OCC(COC(CCCCCCC\C=C/C\C=C/CCCCC)=O)COC(=O)OCCCN(CC)CC)OCCCCCCCC.C(C)C1=CC=C(C=C1)CC(C=O)SC1=CC=C(C=C1)OC 3-(4-ethylphenyl)-2-((4-methoxyphenyl)thio)propanal 3-((4,4-bis(octyloxy)butanoyl)oxy)-2-((((3-(diethylamino)propoxy)carbonyl)oxy)methyl)propyl-(9Z,12Z)-octadeca-9,12-dienoate